(4S,5R)-4-amino-5-[(4-[3-[2-(2-[3-[1-(2,6-dioxopiperidin-3-yl)-3-methyl-2-oxo-1,3-benzodiazol-5-yl]propoxy]ethoxy)eth-oxy]propyl]phenyl)meth-oxy]hexanamide hydrochloride Cl.N[C@@H](CCC(=O)N)[C@@H](C)OCC1=CC=C(C=C1)CCCOCCOCCOCCCC1=CC2=C(N(C(N2C)=O)C2C(NC(CC2)=O)=O)C=C1